2-(3-chlorophenyl)-4-methyloxazole ClC=1C=C(C=CC1)C=1OC=C(N1)C